O=C1N(CC2=CC(=CC=C12)O[C@H]1[C@H](CCCC1)N1CC(C1)C1=NC=CC=C1)C1C(NC(CC1)=O)=O 3-(1-oxo-5-(((1R,2S)-2-(3-(pyridin-2-yl)azetidin-1-yl)cyclohexyl)oxy)isoindolin-2-yl)piperidine-2,6-dione